7H-purine-8-carboxamide N1=CN=C2N=C(NC2=C1)C(=O)N